C(C)(C)(C)C1=CC=C(C=C1)NC(=O)NC1=CC=C(C=C1)C(C)(C)C 1,3-bis(p-tert-butylphenyl)urea